C(O[C@@H]1[C@@](O[C@H](C1)N1C2=NC(=NC(=C2N=C1)N)F)(C#C)COC(=O)OCC12CC3CC(CC(C1)C3)C2)(OCC)=O ((2R,3S,5R)-2-(1-adamantylmethoxycarbonyloxymethyl)-5-(6-amino-2-fluoro-9H-purin-9-yl)-2-ethynyl-tetrahydrofuran-3-yl) ethyl carbonate